4-(3-chlorophenyl)-2-(4-nitrophenoxy)-1,3,2-dioxaphosphinane-2-oxide ClC=1C=C(C=CC1)C1OP(OCC1)(OC1=CC=C(C=C1)[N+](=O)[O-])=O